C(C1=CC=CC=C1)N(C(=S)SSCCCCCC)CC1=CC=CC=C1 N,N-dibenzylthiocarbamoyldithiohexane